C(C)OC(C=C)=O.N1CCNCC1 (piperazine) ethyl-acrylate